(2-(propenoyloxy)ethyl)trimethyl-ammonium chloride [Cl-].C(C=C)(=O)OCC[N+](C)(C)C